1,1,1,7,7,7-hexadeuterio-4-(4-methoxyphenyl)-2,6-bis(trideuteriomethyl)heptane-2,6-diol [2H]C(C(CC(CC(C([2H])([2H])[2H])(O)C([2H])([2H])[2H])C1=CC=C(C=C1)OC)(O)C([2H])([2H])[2H])([2H])[2H]